(R)-N-((5-Chloro-3,4-dihydro-8-hydroxy-3-methyl-1-oxo-1H-benzo(c)pyran-7-yl)carbonyl)-3-phenylalanine ClC1=CC(=C(C=2C(OC(CC21)C)=O)O)C(=O)N[C@H](CC2=CC=CC=C2)C(=O)O